[1-[1-[3-[[(4S)-chroman-4-yl]carbamoyl]phenyl]hex-5-ynyl]-4,4-diethyl-6-oxo-hexahydropyrimidin-2-ylidene]ammonium O1CC[C@@H](C2=CC=CC=C12)NC(=O)C=1C=C(C=CC1)C(CCCC#C)N1C(NC(CC1=O)(CC)CC)=[NH2+]